7-(5-fluoro-2-(((3S,4R)-3-hydroxytetrahydro-2H-pyran-4-yl)amino)pyrimidin-4-yl)-2-((((1r,3R)-3-fluorocyclobutyl)amino)methyl)-1-isopropylquinolin-4(1H)-one FC=1C(=NC(=NC1)N[C@H]1[C@@H](COCC1)O)C1=CC=C2C(C=C(N(C2=C1)C(C)C)CNC1CC(C1)F)=O